(4-(5-(2-(4,4-difluoropiperidin-1-yl)-6-methylpyrimidin-4-yl)-1,3,4-thiadiazol-2-yl)-3-(6-azaspiro[2.5]oct-6-yl)phenyl)-2-hydroxyethane-1-sulfonamide FC1(CCN(CC1)C1=NC(=CC(=N1)C1=NN=C(S1)C1=C(C=C(C=C1)C(CO)S(=O)(=O)N)N1CCC2(CC2)CC1)C)F